2-(1-(3-bromophenyl)cyclopropyl)isoindoline-1,3-dione BrC=1C=C(C=CC1)C1(CC1)N1C(C2=CC=CC=C2C1=O)=O